FC=1C=C(C=C(C1)F)C=1C=C(N2C1C1=CC(=C(C=C1CC2)OC)C=2N=NN(N2)C)C(=O)O 1-(3,5-difluorophenyl)-8-methoxy-9-(2-methyl-2H-tetrazol-5-yl)-5,6-dihydropyrrolo[2,1-a]isoquinoline-3-carboxylic acid